ClC1=C(C(=O)N[C@H]2[C@H]3CC[C@@H](C2)N3C#N)C=CC(=C1)C=1N=NC(=CC1)C 2-chloro-N-((1R,2R,4S)-7-cyano-7-azabicyclo[2.2.1]heptan-2-yl)-4-(6-methyl-3-pyridazinyl)benzamide